ClC1=C(C=CC(=C1)F)/C(=C(/C=1C=C2C=NNC2=CC1)\C1=CC=C(C=C1)C=CC(=O)O)/CC 3-(4-((E)-2-(2-chloro-4-fluorophenyl)-1-(1H-indazol-5-yl)but-1-en-1-yl)phenyl)acrylic acid